(E)-4-(6-(2-(3-methylbenzylidene)hydrazinyl)-9-(6-methylpyridin-3-yl)-9H-purin-2-yl)morpholine CC=1C=C(\C=N\NC2=C3N=CN(C3=NC(=N2)N2CCOCC2)C=2C=NC(=CC2)C)C=CC1